1-(2-phenylpropyl)-5,6,7,8-tetrahydro-1H-cyclopenta[b]naphthalene C1(=CC=CC=C1)C(CC1C=CC=2C1=CC=1CCCCC1C2)C